2-((2-chloro-4-fluorophenyl)amino)-1-(4-(5-(chlorodifluoromethyl)-1,2,4-oxadiazol-3-yl)phenyl)ethan-1-one ClC1=C(C=CC(=C1)F)NCC(=O)C1=CC=C(C=C1)C1=NOC(=N1)C(F)(F)Cl